C(C)S(=O)(=O)C1=CC(=C(C=C1)NCC#CC=1N=C2N(C=CC=C2N[C@H]2[C@H](CNCC2)F)C1SC(F)(F)F)OC (3S,4R)-N-[2-(3-{[4-(ethanesulfonyl)-2-methoxyphenyl]amino}prop-1-yn-1-yl)-3-[(trifluoromethyl)sulfanyl]imidazo[1,2-a]pyridin-8-yl]-3-fluoropiperidin-4-amine